NC1CCC(CC1)NC(C1=C(C=C(C=C1)NC=1C=2N(C=CN1)C(=CN2)C2=C(C(=C(C=C2)OC)F)F)C)=O N-(4-aminocyclohexyl)-4-[[3-(2,3-difluoro-4-methoxyphenyl)imidazo[1,2-a]pyrazin-8-yl]amino]-2-methylbenzamide